4-(2-((4-aminobicyclo[2.2.2]oct-1-yl)methyl)-3-methyl-6,7-dihydro-2H-pyrazolo[4,3-c]pyridin-5(4H)-yl)-1-methyl-1H-pyrazolo[3,4-d]pyrimidin-6-amine NC12CCC(CC1)(CC2)CN2N=C1C(CN(CC1)C1=C3C(=NC(=N1)N)N(N=C3)C)=C2C